3-[(E)-3-ethoxy-3-oxo-prop-1-enyl]-4-(methylsulfonyl)piperazine-1-carboxylic acid C(C)OC(/C=C/C1CN(CCN1S(=O)(=O)C)C(=O)O)=O